4-(((R)-1-(3-(difluoromethyl)-2-fluorophenyl)ethyl)amino)-8-((2S,6R)-2,6-dimethylmorpholino)-6-(1-(fluoromethyl)cyclopropyl)-2-methylpyrido[4,3-d]pyrimidine-7(6H)-one FC(C=1C(=C(C=CC1)[C@@H](C)NC=1C=2C(N=C(N1)C)=C(C(N(C2)C2(CC2)CF)=O)N2C[C@@H](O[C@@H](C2)C)C)F)F